(S)-2-((4-(3-(4-Cyano-2-fluorophenoxy)benzoyl)piperazin-1-yl)methyl)-1-(oxetan-2-ylmethyl)-1H-benzo[d]imidazole-6-carboxylic acid C(#N)C1=CC(=C(OC=2C=C(C(=O)N3CCN(CC3)CC3=NC4=C(N3C[C@H]3OCC3)C=C(C=C4)C(=O)O)C=CC2)C=C1)F